C(C)(=O)OC1=C(C=C(C=C1OC)C=1NC(=C(N1)C1=CC=CC=C1)C=1SC=CC1)OC 2,6-Dimethoxy-4-(4-phenyl-5-(thiophen-2-yl)-1H-imidazol-2-yl)phenyl acetate